1-(((R)-1-((R)-3-cyclohexyl-2-methylpropanoyl)-4-hydroxy-3,3-dimethylpiperidin-4-yl)methyl)-4-phenyl-5-(piperazine-1-carbonyl)pyridin-2(1H)-one C1(CCCCC1)C[C@H](C(=O)N1CC([C@@](CC1)(O)CN1C(C=C(C(=C1)C(=O)N1CCNCC1)C1=CC=CC=C1)=O)(C)C)C